(2S,4R)-4-[(4-cyclopropylphenyl)methyl]-2-[(1-methylindol-5-yl)methylcarbamoyl]pyrrolidine-1-carboxylic acid tert-butyl ester C(C)(C)(C)OC(=O)N1[C@@H](C[C@H](C1)CC1=CC=C(C=C1)C1CC1)C(NCC=1C=C2C=CN(C2=CC1)C)=O